3-Fluoro-3-[(8-methyl-7-{[(2S)-tetrahydrofuran-2-ylmethyl]carbamoyl}-4,5-dihydro-2H-furo[2,3-g]indazol-2-yl)methyl]azetidine-1-carboxylic acid benzyl ester C(C1=CC=CC=C1)OC(=O)N1CC(C1)(CN1N=C2C3=C(CCC2=C1)OC(=C3C)C(NC[C@H]3OCCC3)=O)F